BrC=1C=CC(=C(C(=O)[O-])C1)OCC(=O)OC(C)(C)C 5-bromo-2-(2-(tert-butoxy)-2-oxoethoxy)benzoate